4-(6-((3aR,5r,6aS)-5-amino-5-methylhexahydrocyclopenta[c]pyrrol-2(1H)-yl)pyridin-3-yl)-6-(2-hydroxy-2-methylpropoxy)pyrazolo[1,5-a]pyridine-3-carbonitrile hydrochloride Cl.NC1(C[C@@H]2[C@@H](CN(C2)C2=CC=C(C=N2)C=2C=3N(C=C(C2)OCC(C)(C)O)N=CC3C#N)C1)C